O=C1NC=CC2=C(C=CC=C12)S(=O)(=O)N1CCC2=CC=C(C=C12)C#N 1-[(1-oxo-2H-isoquinolin-5-yl)sulfonyl]indoline-6-carbonitrile